1-[4-(6-benzyloxy-2-phenyl-3,4-dihydronaphthalen-1-yl)phenyl]-4-(dimethoxymethyl)piperidine C(C1=CC=CC=C1)OC=1C=C2CCC(=C(C2=CC1)C1=CC=C(C=C1)N1CCC(CC1)C(OC)OC)C1=CC=CC=C1